dimethyl 2-bromo-methylmalonate BrC(C(=O)OC)(C(=O)OC)C